C1(=CC=CC=C1)[C@]1(N(CCC1)C1=CC=CC=C1)CO (S)-(-)-diphenyl-2-pyrrolidinemethanol